(R)-1-methyl-4-(6-methylhepta-1,5-dien-2-yl)cyclohex-1-ene CC1=CC[C@@H](CC1)C(=C)CCC=C(C)C